[O-]P([O-])(=O)OP(=O)([O-])[O-].[Mn+2].[Mn+2] manganous pyrophosphate